[Si](C1=CC=CC=C1)(C1=CC=CC=C1)(C(C)(C)C)OC1CC2CC2C1 3-[(tert-butyldiphenylsilyl)oxy]bicyclo[3.1.0]hexan